(3S)-hydroxybutyl (3R)-hydroxybutyrate OC(C(=O)OCCCCO)CC